(((4-(2-((3R*,8aR)-7-(3-chloro-2-fluoro-6-(1H-tetrazol-1-yl)phenyl)-5-oxo-1,2,3,5,8,8a-hexahydroindolizin-3-yl)-1H-imidazol-5-yl)-3-fluoropyridin-2-yl)methoxy)methyl)phosphonic acid ClC=1C(=C(C(=CC1)N1N=NN=C1)C1=CC(N2[C@H](CC[C@@H]2C1)C=1NC(=CN1)C1=C(C(=NC=C1)COCP(O)(O)=O)F)=O)F |o1:16|